1-(6-methoxy-5-(trifluoromethyl)pyridin-3-yl)propan-2-yl(4-nitrophenyl) carbonate C(OC1=C(C=C(C=C1)[N+](=O)[O-])C(CC=1C=NC(=C(C1)C(F)(F)F)OC)C)([O-])=O